3-[tert-butyl-(diphenyl)silyl]oxoglutaraldehyde C(C)(C)(C)[Si](C(C(C=O)=O)CC=O)(C1=CC=CC=C1)C1=CC=CC=C1